O=C1NC(CCC1N1C(C2=CC=C(C=C2C1=O)OCCOCCO)=O)=O 2-(2,6-dioxo-3-piperidinyl)-5-[2-(2-hydroxyethoxy)ethoxy]isoindoline-1,3-dione